BrC=1C=NC(=NC1)C=1OC(=NN1)CCl 2-(5-bromopyrimidin-2-yl)-5-(chloromethyl)-1,3,4-oxadiazole